C(C)(C)(C)OC(=O)NCCC1=CC=C(C(=O)O)C=C1 4-[2-[(tert-butoxycarbonyl)amino]ethyl]benzoic acid